C(C(C)C)OC(CBr)OC1C=CCC1(C)C bromoacetaldehyde 5,5-dimethyl-2-cyclopentenyl isobutyl acetal